diethyl (4-(6-(trifluoromethyl)-1H-indol-2-yl) phenyl) phosphate P(=O)(OCC)(OCC)OC1=CC=C(C=C1)C=1NC2=CC(=CC=C2C1)C(F)(F)F